OCC(C(=O)OC)(C)C methyl 3-hydroxy-2,2-dimethylpropionate